C(C)OC(C)N1N=CC(=C1)C1=C(C(=NC=N1)N)OC(C(F)(F)F)C 6-(1-(1-ethoxyethyl)-1H-pyrazol-4-yl)-5-((1,1,1-trifluoropropan-2-yl)oxy)pyrimidin-4-amine